C(N)(=N)N1CCC(=CC1)C1=CC=C(C(=O)NC2=CC(=C(C(=C2)F)C=2CCN(CC2)C(N)=N)Cl)C=C1 4-(1-carbamimidoyl-1,2,3,6-tetrahydro-pyridin-4-yl)-N-[4-(1-carbamimidoyl-1,2,3,6-tetrahydro-pyridin-4-yl)-3-chloro-5-fluoro-phenyl]-benzamide